2-chloro-5-(1-methylethyl)pyrimidine ClC1=NC=C(C=N1)C(C)C